FC1=CC=C(C=C1)[C@H]1[C@@H](CNCC1)COC1=CC=C(OCCO)C=C1 2-(4-(((3S,4R)-4-(4-fluorophenyl)piperidin-3-yl)methoxy)-phenoxy)ethan-1-ol